CS(=O)(=O)C=1C=CC=C2C(=C(C(N(C12)C)=O)C#N)N1CCC(CC1)(C=1OC2=C(N1)C=C(C=C2)C)C 8-(Methylsulfonyl)-1-methyl-4-[4-methyl-4-(5-methyl-1,3-benzooxazol-2-yl)piperidin-1-yl]-2-oxo-1,2-dihydro-quinoline-3-carbonitrile